IC1=C(C=C(C(=C1)[N+](=O)[O-])OCOCCOC)C 1-iodo-4-((2-methoxyethoxy)methoxy)-2-methyl-5-nitrobenzene